1-(3,5-dichlorophenyl)-N-((1,2,3,5,6,7-hexahydro-s-indacen-4-yl)carbamoyl)methanesulfonamide, sodium salt [Na].ClC=1C=C(C=C(C1)Cl)CS(=O)(=O)NC(NC1=C2CCCC2=CC=2CCCC12)=O